(R)-3-amino-1-(2-((6-amino-9H-purin-9-yl)methyl)-6-chloro-3-((dimethylamino)methyl)-4-fluorophenyl)-N-cyclopropylpyrrolidine-3-carboxamide N[C@]1(CN(CC1)C1=C(C(=C(C=C1Cl)F)CN(C)C)CN1C2=NC=NC(=C2N=C1)N)C(=O)NC1CC1